COC1=NC(=CC(=C1C#N)C1=NC=CC=C1)C1=CC=CC=C1 2-Methoxy-6-phenyl-4-(pyridin-2-yl)pyridine-3-carbonitrile